C(C=C)(=O)N1[C@@H](CN(CC1)C=1C=CC=2N=CN=C(C2N1)NC1=CC(=C(C=C1)OC1=CC2=C(N(N=N2)C)C=C1)C)CC#N (R)-2-(1-acryloyl-4-(4-((3-methyl-4-((1-methyl-1H-benzo[d][1,2,3]triazol-5-yl)oxy)phenyl)amino)pyrido[3,2-d]pyrimidin-6-yl)piperazin-2-yl)acetonitrile